C(#N)[C@H]1N([C@H]2C[C@H]2C1)C(CNC(=O)C1=CC=NC2=CC=C(C=C12)COC(F)(F)F)=O N-(2-((1s,3s,5s)-3-cyano-2-azabicyclo[3.1.0]hex-2-yl)-2-oxoethyl)-6-((trifluoromethoxy)methyl)-quinoline-4-carboxamide